FC1=CC=C(C=C1)C1=NN2C(C(N(CC2)C(=O)OC(C)(C)C)C)=C1I tert-butyl 2-(4-fluorophenyl)-3-iodo-4-methyl-6,7-dihydropyrazolo[1,5-a]pyrazine-5(4H)-carboxylate